5,7-dihydroxy-8,2',6'-trimethoxyflavone OC1=C2C(C=C(OC2=C(C(=C1)O)OC)C1=C(C=CC=C1OC)OC)=O